{1-[4-(7H-pyrrolo[2,3-d]pyrimidin-4-yl)-1H-pyrazol-1-yl]cyclohexyl}-acetonitrile trifluoroacetate FC(C(=O)O)(F)F.N1=CN=C(C2=C1NC=C2)C=2C=NN(C2)C2(CCCCC2)CC#N